C(C)(C)(C)OC(=O)[C@H]1[C@@H](C1)C1=NC=CC=N1 |r| (±)-trans-2-(pyrimidin-2-yl)cyclopropanecarboxylic acid tert-butyl ester